OCCNC(CCC1=CC=NC=C1)=O N-(2-hydroxyethyl)-3-(pyridin-4-yl)propanamide